N-[(3S,4S)-6-acetyl-3-hydroxy-2,2-dimethyl-3,4-dihydro-2H-1-benzopyran-4-yl]-3-chloro-4-fluorobenzamide C(C)(=O)C=1C=CC2=C([C@@H]([C@@H](C(O2)(C)C)O)NC(C2=CC(=C(C=C2)F)Cl)=O)C1